ClC1(CC(=NO1)C(=O)O)C1=CC=CC=C1 5-Chloro-5-phenyl-4,5-dihydro-isoxazole-3-carboxylic acid